CC=1C=2N(C=C(C1)N(C(=O)C=1C(=NC=CC1)SC)C)C=CN2 8-methyl-6-[methyl-(2-methylsulfanylpyridine-3-carbonyl)amino]imidazo[1,2-a]pyridin